3-(2-bromo-3-phenylanilino)benzisothiazol BrC1=C(NC2=NSC3=C2C=CC=C3)C=CC=C1C1=CC=CC=C1